FC=1C=C2C(N(C=NC2=CC1)C=1C(=C(C=CC1)C1=C2C(=C(NC2=C(C(=C1)OCC1=CC=C(C=C1)OC)C(=O)N)C)C)C)=O 4-(3-(6-fluoro-4-oxoquinazolin-3(4H)-yl)-2-methylphenyl)-6-((4-methoxybenzyl)oxy)-2,3-dimethyl-1H-indole-7-carboxamide